FC1=CC=C(C=C1)C1=C(C=CC=C1)CN1CCN(CC1)CC1=C2CN(C(C2=CC=C1)=O)C1C(NC(CC1)=O)=O 3-(4-((4-((4'-fluoro-[1,1'-biphenyl]-2-yl)methyl)piperazin-1-yl)methyl)-1-oxoisoindolin-2-yl)piperidine-2,6-dione